OC1(CC(C1)C(=O)N1CC2(C1)CCC(CC2)OC2=CC(=C(C=C2)C)OC)C ((1s,3s)-3-Hydroxy-3-methylcyclobutyl)(7-(3-methoxy-4-methylphenoxy)-2-azaspiro[3.5]nonan-2-yl)methanon